5-amino-3-chloro-6-[(2-chloro-5-fluorophenyl)carbonyl]-2-methylindazole-7-carbonitrile NC1=CC2=C(N(N=C2C(=C1C(=O)C1=C(C=CC(=C1)F)Cl)C#N)C)Cl